dibenzyl (1S,2S,SR)-6-oxa-3-azabicyclo[3.1.0]hexane-2,3-dicarboxylate [C@@H]12[C@H](N(C[C@@H]2O1)C(=O)OCC1=CC=CC=C1)C(=O)OCC1=CC=CC=C1 |&1:4|